N[C@H]1[C@@H](C2=C(N(C1=O)CC)N(N=C2C)C2=CC=CC=C2)C2=CC(=CC=C2)N |r| rac-(4R,5S)-5-amino-4-(3-aminophenyl)-7-ethyl-3-methyl-1-phenyl-1,4,5,7-tetrahydro-6H-pyrazolo[3,4-b]pyridin-6-one